3-(((1-(2-Fluoroethyl)azetidin-3-yl)carbamoyl)oxy)propane-1,2-diyl dipalmitate C(CCCCCCCCCCCCCCC)(=O)OCC(COC(NC1CN(C1)CCF)=O)OC(CCCCCCCCCCCCCCC)=O